2,2'-bipyridine-AL N1=C(C(=CC=C1)C=O)C1=NC=CC=C1